CC(CCCCCCC=C)C 9-Methyl-1-decene